FC1=C(OC2=C3C(=NC=C2)N(C=C3C(=O)OC)COCC[Si](C)(C)C)C(=CC(=C1)NC(NCC1(COC1)C)=O)F Methyl 4-[2,6-difluoro-4-({[(3-methyloxetan-3-yl)methyl]carbamoyl}amino)phenoxy]-1-{[2-(trimethylsilyl)ethoxy]methyl}-1H-pyrrolo[2,3-b]pyridine-3-carboxylate